C(C)NC(=O)N1CCC(CC1)C(C)N1CC(C1)C=1C=C(C=2N(C1)C(=NC2F)C)C2=C(C=C(C=C2)F)C(N(C(C)C)CC)=O N-ethyl-4-{1-[3-(8-{2-[ethyl(isopropyl)carbamoyl]-4-fluorophenyl}-1-fluoro-3-methylimidazo[1,5-a]pyridin-6-yl)azetidin-1-yl]ethyl}piperidine-1-carboxamide